C(C)(=O)C=1C=C(C=CC1N1N=CC=C1)NC(OC(C)(C)C)=O tert-butyl [3-acetyl-4-(1H-pyrazol-1-yl)phenyl]carbamate